C1(=C(C=CC=C1)C(C(=O)O)(O)C(O)C(=O)O)C o-toluyltartaric acid